(S)-1-(Toluene-4-sulfonyl)-pyrrolidine-2-carboxylic acid (2,3-dihydro-benzofuran-6-ylmethyl)-(4-hydroxy-cyclohexyl)-amide O1CCC2=C1C=C(C=C2)CN(C(=O)[C@H]2N(CCC2)S(=O)(=O)C2=CC=C(C)C=C2)C2CCC(CC2)O